3-iodo-2-(trifluoromethanesulfonyl-oxy)-6,8-dihydro-5H-1,7-naphthyridine-7-carboxylic acid tert-butyl ester C(C)(C)(C)OC(=O)N1CCC=2C=C(C(=NC2C1)OS(=O)(=O)C(F)(F)F)I